N1(CCC1)C([C@H]([C@H](CC)O)S[C@@H]1O[C@@H]([C@@H]([C@@H]([C@H]1O)N1N=NC(=C1)C1=CC(=C(C(=C1)F)F)F)O)CO)=O (2S,3S)-1-(azetidin-1-yl)-2-(((2S,3R,4S,5R,6R)-3,5-dihydroxy-6-(hydroxymethyl)-4-(4-(3,4,5-trifluorophenyl)-1H-1,2,3-triazol-1-yl)tetrahydro-2H-pyran-2-yl)thio)-3-hydroxypentan-1-one